(R,E)-N-(4-((4-([1,2,4]triazolo[1,5-c]pyrimidin-7-yloxy)-3-methylphenyl)amino)-5-((3,3-difluoro-1-methylpiperidin-4-yl)oxy)-7-ethoxyquinazolin-6-yl)-4-(dimethylamino)but-2-enamide N=1C=NN2C=NC(=CC21)OC2=C(C=C(C=C2)NC2=NC=NC1=CC(=C(C(=C21)O[C@H]2C(CN(CC2)C)(F)F)NC(\C=C\CN(C)C)=O)OCC)C